N-(2-hydroxy-1-phenylethyl)-1-(5-methyl-2-(phenylamino)pyridin-4-yl)-1H-pyrrole-3-carboxamide OCC(C1=CC=CC=C1)NC(=O)C1=CN(C=C1)C1=CC(=NC=C1C)NC1=CC=CC=C1